N-(tert-butoxy)-6-chloro-4-((2-(N-Methylmethanesulfonamido)phenyl)amino)nicotinamide C(C)(C)(C)ONC(C1=CN=C(C=C1NC1=C(C=CC=C1)N(S(=O)(=O)C)C)Cl)=O